1-[4-CHLORO-3-(TRIFLUOROMETHYL)PHENYL]-3-[3-(4-CYANOPHENOXY)PHENYL]UREA ClC1=C(C=C(C=C1)NC(=O)NC1=CC(=CC=C1)OC1=CC=C(C=C1)C#N)C(F)(F)F